C1=CC=CC2=CC3=CC=CC=C3C(=C12)C1=CC=C(C=C1)P(C1=CC=CC=C1)(C1=CC=CC=C1)=O (4-(anthracen-9-yl)phenyl)diphenylphosphine oxide